CS(=O)(=O)N1CCC(CC1)NC1=NN2C=NC(=C(C2=N1)OCCC(F)(F)F)C=1C=NNC1 N-(1-(Methylsulfonyl)piperidin-4-yl)-7-(1H-pyrazol-4-yl)-8-(3,3,3-trifluoropropoxy)-[1,2,4]triazolo[1,5-c]pyrimidin-2-amine